Cyclopropylmethyl-(2-{2-bromo-4-fluoro-5-[3-methyl-2,6-dioxo-4-(trifluoromethyl)-3,6-dihydropyrimidin-1(2H)-yl]phenoxy}phenoxy)acetat C1(CC1)COC(COC1=C(C=CC=C1)OC1=C(C=C(C(=C1)N1C(N(C(=CC1=O)C(F)(F)F)C)=O)F)Br)=O